1-methyl-2-((4,5,6,7-tetrahydrothiazolo[5,4-c]pyridin-2-yl)amino)-1H-benzo[d]imidazole-5-carboxylic acid trifluoroacetate FC(C(=O)O)(F)F.CN1C(=NC2=C1C=CC(=C2)C(=O)O)NC=2SC=1CNCCC1N2